N1=C(C=CC(=C1)CNC1=C2N=CN(C2=NC(=N1)C1=CC2=C(NC(N2)=O)C=C1)C(C)C)C=1C=NC=CC1 5-(6-(([2,3'-bipyridin]-5-ylmethyl)amino)-9-isopropyl-9H-purin-2-yl)-1,3-dihydro-2H-benzo[d]imidazol-2-one